CSC1=NC=C(C(=N1)NC1=CC(=CC=C1)[N+](=O)[O-])C(=O)OCC ethyl 2-(methylthio)-4-((3-nitrophenyl)amino)pyrimidine-5-carboxylate